ClC1=CC=C2C(NC(=NC2=C1)NC1=CC(=CC(=C1)Cl)Cl)=O 7-chloro-2-((3,5-dichlorophenyl)amino)quinazolin-4(3H)-one